Methyl ((6-(1-(2,2-difluoroethyl)-4-(4-fluorophenyl)-1H-imidazol-5-yl)imidazo[1,2-b]pyridazin-3-yl)methyl)carbamate FC(CN1C=NC(=C1C=1C=CC=2N(N1)C(=CN2)CNC(OC)=O)C2=CC=C(C=C2)F)F